C(C1=CC=CC=C1)OCC[C@@H](CCC#CCCCCCC)O (R)-1-(benzyloxy)tridec-6-yn-3-ol